C1(CC1)C(C1=C(C=C(C=C1)C)C)NC(=O)C1(CC1)C=1C=C2C(=CNC2=CC1)CCOP(=O)([O-])[O-].[Na+].[Na+].C(C)N(C(CCCC)=O)CC N,N-diethyl-Pentanamide disodium 2-[5-(1-{[cyclopropyl-(2,4-dimethylphenyl)methyl]carbamoyl}cyclopropyl)-1H-indol-3-yl]ethyl-phosphate